NC1=NC2=C(N1[C@@H](C)CCCCNC(=O)OC(C)(C)C)C(=CC(=C2)Br)C(=O)OC methyl (S)-2-amino-5-bromo-1-(6-((tert-butoxycarbonyl)amino)hexan-2-yl)-1H-benzo[d]imidazole-7-carboxylate